N-(2,4-dichloro-3-iodophenyl)propane-1-sulfonamide ClC1=C(C=CC(=C1I)Cl)NS(=O)(=O)CCC